C1(=CC=CC=C1)CCCC1=NOC(=N1)[C@H]1N(C[C@@H](C1)C1=CC=CC=C1)S(=O)(=O)C 3-(3-phenylpropyl)-5-[(2S,4S)-1-methanesulfonyl-4-phenyl-pyrrolidin-2-yl]-1,2,4-oxadiazole